NC=1C=2N(C=CN1)C(=NC2Br)C2CC1N(C(N2C)=O)CC(CC1)C 8-amino-1-bromoimidazo[1,5-a]pyrazin-3-yl-2,7-dimethyloctahydro-1H-pyrido[1,2-c]pyrimidin-1-one